O=C1N(CC=2C=C3C(=CC12)OC1(CO3)CNC1)[C@@H]1C(NC(CC1)=O)=O (S)-3-(8'-oxo-6',8'-dihydro-3'H,7'H-spiro[azetidine-3,2'-[1,4]dioxino[2,3-f]isoindol]-7'-yl)piperidine-2,6-dione